3-(4-cyclobutyl-3-(3,3-difluorocyclobutyl)-1-methyl-1H-pyrazol-5-yl)-1-(3,3-difluorocyclobutyl)-1-methylurea C1(CCC1)C=1C(=NN(C1NC(N(C)C1CC(C1)(F)F)=O)C)C1CC(C1)(F)F